tert-butyl (((2-(N,N-bis(4-methoxybenzyl)sulfamoyl)-4-iodo-3-(1-(4-methoxybenzyl)-1H-tetrazol-5-yl)phenyl)sulfonyl)ethyl)carbamate COC1=CC=C(CN(S(=O)(=O)C2=C(C=CC(=C2C2=NN=NN2CC2=CC=C(C=C2)OC)I)S(=O)(=O)CCNC(OC(C)(C)C)=O)CC2=CC=C(C=C2)OC)C=C1